[N+](=O)([O-])C=1C=C(C=C2C=C(NC12)C1=CC=CC=C1)COC1CCC(CC1)O 4-((7-nitro-2-phenyl-1H-indol-5-yl)methoxy)cyclohexan-1-ol